C(C1=CC=CC=C1)(=O)NC1=NC(N([C@H]2C[C@H](O)[C@@H](CO[Si](C3=CC=CC=C3)(C3=CC=CC=C3)C(C)(C)C)O2)C=C1I)=O N-Benzoyl-5-iodo-5'-O-(tert-butyldiphenylsilyl)-2'-deoxycytidine